COC1(COC1)C1=CC=C(C=C1)C1CCN(CC1)C1=CC=C(C=C1)C(F)(F)F 4-(4-(3-methoxyoxetan-3-yl)phenyl)-1-(4-(trifluoromethyl)phenyl)piperidin